(E)-N-(4-(tert-butoxycarbonyl)phenyl)formimidic acid C(C)(C)(C)OC(=O)C1=CC=C(C=C1)/N=C/O